N1(CCC1)C(=O)C=1C=C2C(=NC1)N(C=N2)CC2=CC1=C(OC(CO1)C=1C=NC(=CC1)OC)C(=C2)OC azetidin-1-yl-(3-((8-methoxy-2-(6-methoxypyridin-3-yl)-2,3-dihydrobenzo[b][1,4]dioxin-6-yl)methyl)-3H-imidazo[4,5-b]pyridin-6-yl)methanone